FC=1C=C(CC2C[C@H](NC2)C(=O)O)C=CC1F gamma-(3,4-difluoro-benzyl)-proline